1'-(4-(trifluoromethyl)-phenyl)-1',4,4',5-tetra-hydro-2H,2'H-spiro-[thiophene-3,3'-[1,5]-naphthyridine] 1,1-dioxide FC(C1=CC=C(C=C1)N1CC2(CC3=NC=CC=C13)CS(CC2)(=O)=O)(F)F